C(C)S(=O)(=O)C=1C(=NC=C(C1)OC1=NC=CC=C1)N1CC=2C=NC(=CC2C1=O)C(F)(F)F 2-[3-ethylsulfonyl-5-(2-pyridyloxy)-2-pyridyl]-6-(trifluoromethyl)-3H-pyrrolo[3,4-c]pyridin-1-one